BrC=CF bromo-2-fluoroethylene